ClC=1C=C2C=CN=C(C2=C(C1)C)N(C(C1=CC(=C(C=C1)C=1SC(=NN1)C)OC)=O)[C@H]1CNCCC1 (R)-N-(6-chloro-8-methylisoquinolin-1-yl)-3-methoxy-4-(5-methyl-1,3,4-thiadiazol-2-yl)-N-(piperidin-3-yl)benzamide